CC1=NOC(=C1C)NC(=O)C=1C(=C(C(=CC1CCCCC)O)C1C(CCC(=C1)C)C(=C)C)O N-(3,4-dimethylisoxazol-5-yl)-2,6-dihydroxy-5'-methyl-4-pentyl-2'-(prop-1-en-2-yl)-1',2',3',4'-tetrahydro-[1,1'-biphenyl]-3-carboxamide